4-(isopropylamino)-2-thiazol-5-yl-thieno[2,3-b]Pyridine-5-carboxylic acid C(C)(C)NC1=C2C(=NC=C1C(=O)O)SC(=C2)C2=CN=CS2